1-(4-(2-(4-(9-benzyl-6-isopropoxy-9H-purin-8-yl)-3-methylphenoxy)ethyl)piperazin-1-yl)hexan-1-one C(C1=CC=CC=C1)N1C2=NC=NC(=C2N=C1C1=C(C=C(OCCN2CCN(CC2)C(CCCCC)=O)C=C1)C)OC(C)C